3,5-dimethyl-2-[7-[[morpholin-2-yl]methyl]-1,8-naphthyridin-2-yl]phenol CC=1C(=C(C=C(C1)C)O)C1=NC2=NC(=CC=C2C=C1)CC1CNCCO1